C(=O)C1=C(C=CC(=C1)F)B(O)O (2-formyl-4-fluorophenyl)boronic acid